NC=1C(=C2CC(CC2=C(C1NC(CNC(=O)OC(C)(C)C)=O)F)C(=O)OC)F methyl 5-amino-6-[[2-(tert-butoxycarbonylamino)acetyl]amino]-4,7-difluoro-indane-2-carboxylate